3-Ethyl-3-[3-(triethoxysilyl)propoxymethyl]oxetane C(C)C1(COC1)COCCC[Si](OCC)(OCC)OCC